3-fluorobenzoic acid hydrochloride Cl.FC=1C=C(C(=O)O)C=CC1